1-(3-fluorobenzyl)-2-(1-((3-(3-fluorophenyl)-1-methyl-1H-indol-6-yl)methyl)piperidin-4-yl)-1H-benzo[d]imidazole FC=1C=C(CN2C(=NC3=C2C=CC=C3)C3CCN(CC3)CC3=CC=C2C(=CN(C2=C3)C)C3=CC(=CC=C3)F)C=CC1